2-((1r,4r)-4-(2-(4-benzoylphenyl)imidazo[4,5-d]Pyrrolo[2,3-b]Pyridin-1(6H)-yl)cyclohexyl)acetonitrile C(C1=CC=CC=C1)(=O)C1=CC=C(C=C1)C1=NC=2C(=C3C(=NC2)NC=C3)N1C1CCC(CC1)CC#N